7-(1-((2,4-diaminopyrimidin-5-yl)methyl)indolin-5-yl)-6-fluoro-1-isopropyl-4-oxo-1,4-dihydroquinoline-3-carboxylic acid NC1=NC=C(C(=N1)N)CN1CCC2=CC(=CC=C12)C1=C(C=C2C(C(=CN(C2=C1)C(C)C)C(=O)O)=O)F